BrC1=CC=C(C=C1)C12C(C3=C(C=NC=C3OC)O1)(C(C(C2C2=CC=CC=C2)C(=O)N(C)C2CC2)O)O 7a-(4-bromophenyl)-N-cyclopropyl-4b,5-dihydroxy-4-methoxy-N-methyl-7-phenyl-4b,6,7,7a-tetrahydro-5H-cyclopenta[4,5]furo[2,3-c]pyridine-6-carboxamide